N-(1H-INDAZOL-5-YL)-5,7-DIMETHYLPYRAZOLO[1,5-a]PYRIMIDINE-3-CARBOXAMIDE N1N=CC2=CC(=CC=C12)NC(=O)C=1C=NN2C1N=C(C=C2C)C